(S)-8-(8-((6-amino-2,3-dichloropyridin-4-yl)thio)imidazo[1,2-c]pyrimidin-5-yl)-2-oxa-8-azaspiro[4.5]decan-4-amine NC1=CC(=C(C(=N1)Cl)Cl)SC=1C=2N(C(=NC1)N1CCC3([C@@H](COC3)N)CC1)C=CN2